S-Lactylglutathione C(C(O)C)(=O)SC[C@H](NC(CC[C@H](N)C(=O)O)=O)C(=O)NCC(=O)O